20-Hydroxynonacosa-22,25-dienoic acid OC(CCCCCCCCCCCCCCCCCCC(=O)O)CC=CCC=CCCC